(S)-1-(1-(7,8-difluoro-1-oxo-1,2-dihydroisoquinolin-4-yl)ethyl)-3-(3,4-difluorophenyl)-1-methylurea FC1=CC=C2C(=CNC(C2=C1F)=O)[C@H](C)N(C(=O)NC1=CC(=C(C=C1)F)F)C